ClC1=CC=C(C=C1)C=1N=C2N(C=CC=N2)C1CN1C2CN(C(C1)CC2)C(=O)OC(C)(C)C tert-Butyl 5-{[2-(4-chlorophenyl)imidazo[1,2-a]pyrimidin-3-yl]methyl}-2,5-diazabicyclo[2.2.2]octane-2-carboxylate